COC1=CC=C2C(=N1)[C@H](C1(CCNCC1)C2)N[S@](=O)C(C)(C)C (R)-N-[(7S)-2-methoxy-5,7-dihydro-spiro[cyclopenta[b]pyridin-6,4'-piperidin]-7-yl]-2-methylpropan-2-sulfinamide